CC1=CC=CC(=N1)COC1=CC=C(C=N1)C=O 6-(6-methylpyridin-2-ylmethoxy)pyridine-3-carbaldehyde